CS(=O)(=O)CCC#N 3-(methylsulfonyl)propanenitrile